4-[3-(piperidin-4-yl)pyrazolo[1,5-a]pyridin-6-yl]morpholine dihydrochloride salt Cl.Cl.N1CCC(CC1)C=1C=NN2C1C=CC(=C2)N2CCOCC2